C(=O)O.C(#N)C1=C(C=CC(=C1)C(F)(F)F)N1CCC(CC1)(C=1C=CC(=NC1)C=1C(=NC=CC1)OCC)NC(=O)N1C[C@@H](CC1)NC (3R)-N-{1-[2-cyano-4-(trifluoromethyl)phenyl]-4-{2'-ethoxy-[2,3'-bipyridin]-5-yl}piperidin-4-yl}-3-(methylamino)pyrrolidine-1-carboxamide formate salt